tert-Butyl 4-(3-(pyrrolidin-1-yl)propanamido)phenethylcarbamate N1(CCCC1)CCC(=O)NC1=CC=C(CCNC(OC(C)(C)C)=O)C=C1